5-(3-acetamido-but-1-ynyl)-2-(4-propoxyphenoxy)thiazole C(C)(=O)NC(C#CC1=CN=C(S1)OC1=CC=C(C=C1)OCCC)C